O=C1NC(CCC1C1=C(C=C(C=C1F)N1CC(C1)NC(=O)C12CC(C1)(C2)C2=CC=CC=C2)F)=O N-(1-(4-(2,6-dioxopiperidin-3-yl)-3,5-difluorophenyl)azetidin-3-yl)-3-phenylbicyclo[1.1.1]pentane-1-carboxamide